ClC=1C=C(C=CC1Cl)NC(=O)[C@H]1[C@@H]2C[C@H]([C@H]([C@H]1C1=CC(=NC=C1)F)O2)O (1S,2R,3R,4S,5R)-N-(3,4-dichlorophenyl)-3-(2-fluoropyridin-4-yl)-5-hydroxy-7-oxabicyclo[2.2.1]heptane-2-carboxamide